6-fluoro-5-(5-((6-methoxypyridin-3-yl)ethynyl)-3,4-dihydro-1,6-naphthyridin-1(2H)-yl)-1-methyl-[1,2,4]triazolo[4,3-a]quinazoline FC1=C2C(=NC=3N(C2=CC=C1)C(=NN3)C)N3CCCC1=C(N=CC=C31)C#CC=3C=NC(=CC3)OC